1-((S)-1-(3-chlorophenyl)-2-hydroxy-ethyl)-3-(1-(2-(((R)-1-hydroxy-4-methylpentan-2-yl)amino)pyrimidin-4-yl)-1H-pyrazol-4-yl)urea ClC=1C=C(C=CC1)[C@@H](CO)NC(=O)NC=1C=NN(C1)C1=NC(=NC=C1)N[C@@H](CO)CC(C)C